5-bromo-3-methoxypyrazin BrC=1N=C(C=NC1)OC